1-[1-[(4R)-4-methyl-2-(1-methylpyrazolo[3,4-b]pyridin-4-yl)-3,4-dihydro-1H-isoquinolin-6-yl]-4-piperidyl]azetidin-3-amine C[C@H]1CN(CC2=CC=C(C=C12)N1CCC(CC1)N1CC(C1)N)C1=C2C(=NC=C1)N(N=C2)C